FC1=C2C=NNC2=CC(=C1)S(=O)(=O)O 4-fluoro-1H-indazole-6-sulfonic acid